N-(5-chloro-2-methoxyphenyl)-N'-(3-chloro-4-fluorophenyl)thiourea ClC=1C=CC(=C(C1)NC(=S)NC1=CC(=C(C=C1)F)Cl)OC